methyl (2R,4R)-4-({[(5S)-3-(3,5-difluorophenyl)-5-vinyl-4,5-dihydroisoxazol-5-yl]carbonyl}amino)tetrahydrofurane-2-carboxylate FC=1C=C(C=C(C1)F)C1=NO[C@@](C1)(C=C)C(=O)N[C@@H]1C[C@@H](OC1)C(=O)OC